CC1=CC=C2C3(C(=NC2=C1C)C1=CC=CC=C1)C1=CC=CC=C1C=1C=CC=CC13 6',7'-Dimethyl-2'-phenylspiro[fluorene-9,3'-indole]